5-(1H-indole-3-yl)-oxazole-4-carboxylic acid methyl ester COC(=O)C=1N=COC1C1=CNC2=CC=CC=C12